ClC=1C=CC(=C(C1)NC(CNC(C(=O)O)CC1=CC=C(C=C1)C)=O)N1N=NC(=C1)Cl 2-((2-((5-Chloro-2-(4-chloro-1H-1,2,3-triazol-1-yl)phenyl)amino)-2-oxoethyl)amino)-3-(p-tolyl)propanoic acid